CC1=CC(=NN1)C1=CN=C2N1N=C(C=C2)NC21CCC(CC2)(CC1)C(=O)OC methyl 4-((3-(5-methyl-1H-pyrazol-3-yl)imidazo[1,2-b]pyridazin-6-yl)amino)bicyclo[2.2.2]octane-1-carboxylate